1,3-dioxoisoindoline-2-acetate O=C1N(C(C2=CC=CC=C12)=O)CC(=O)[O-]